NCCCN1CCN(CC1)C1=C(C(=C(C(=N1)SC(C(=O)N)C1=CC=CC=C1)C#N)C1CC1)C#N 2-((6-(4-(3-aminopropyl)piperazin-1-yl)-3,5-dicyano-4-cyclopropylpyridin-2-yl)thio)-2-phenylacetamide